3-cyclopropyl-2-(4-methoxyphenyl)propionitrile C1(CC1)CC(C#N)C1=CC=C(C=C1)OC